C(N)(=O)C=1C=C(C=C(C1)C1=C(C=NN1C(F)F)NC([C@@H](C=C)C)=O)[C@H](CC=C)NC(OC(C)(C)C)=O tert-butyl N-[(1S)-1-{3-carbamoyl-5-[1-(difluoromethyl)-4-[(2R)-2-methylbut-3-enamido]-1H-pyrazol-5-yl]phenyl}but-3-en-1-yl]carbamate